OC1=C(C(=O)C2=CC=CC=C2)C=CC(=C1)OCCOC(C(=C)C)=O 2-hydroxy-4-(methacryloyloxy-ethoxy)benzophenone